Cl.[N+](=O)([O-])C1=CC=C(C=C1)CN (4-nitrophenyl)methanamine hydrochloride